COC1=C(C=O)C=CC(=C1C=O)CC 2-methoxy-4-ethyl-isophthalaldehyde